ClC=1C=C(C=CC1Cl)N1C=NC2=C1C(OC(C2)(C)C)=O 3-(3,4-dichlorophenyl)-6,6-dimethyl-3H,4H,6H,7H-pyrano[3,4-d]imidazol-4-one